4-chloro-6-[1-methyl-4-[[2-[2-(6-oxa-3-azabicyclo[3.1.1]heptan-3-yl)ethoxy]phenyl]methyl]pyrazol-3-yl]pyrimidin-2-amine ClC1=NC(=NC(=C1)C1=NN(C=C1CC1=C(C=CC=C1)OCCN1CC2OC(C1)C2)C)N